O=C1NC(CCC1N1C(C2=CC=C(C=C2C1)N1N=NC(=C1)C=1C=NN(C1)CC1CN(C1)C(=O)OC(C)(C)C)=O)=O tert-butyl 3-[(4-{1-[2-(2,6-dioxopiperidin-3-yl)-1-oxo-3H-isoindol-5-yl]-1,2,3-triazol-4-yl}pyrazol-1-yl)methyl]azetidine-1-carboxylate